calcium (octyloxy)tris(pentafluoro-phenyl)borate C(CCCCCCC)O[B-](C1=C(C(=C(C(=C1F)F)F)F)F)(C1=C(C(=C(C(=C1F)F)F)F)F)C1=C(C(=C(C(=C1F)F)F)F)F.[Ca+2].C(CCCCCCC)O[B-](C1=C(C(=C(C(=C1F)F)F)F)F)(C1=C(C(=C(C(=C1F)F)F)F)F)C1=C(C(=C(C(=C1F)F)F)F)F